FC1=C(C=CC=C1)C1CC(N(C1)S(=O)(=O)N1CCOCC1)CC(=O)[O-] 4-(2-Fluorophenyl)-1-(morpholinosulfonyl)pyrrolidin-2-acetate